(E)-N-(3-(4-((4-([1,2,4]triazolo[1,5-a]pyridin-7-yloxy)-3-methylphenyl)amino)thieno[2,3-d]pyrimidin-6-yl)phenyl)-4-(dimethylamino)but-2-enamide N=1C=NN2C1C=C(C=C2)OC2=C(C=C(C=C2)NC=2C1=C(N=CN2)SC(=C1)C=1C=C(C=CC1)NC(\C=C\CN(C)C)=O)C